(S)-1'-(3-(1-(2-methylthiazol-5-yl)vinyl)-1H-pyrazolo[3,4-b]pyrazin-6-yl)-1,3-dihydrospiro[indene-2,4'-piperidine]-1-amine CC=1SC(=CN1)C(=C)C1=NNC2=NC(=CN=C21)N2CCC1(CC2)[C@@H](C2=CC=CC=C2C1)N